ClC1=CC(=C(OCC=2C=NC=C(C#N)C2)C=C1OCC=1C(=C(C=CC1)C1=C(C(=CC=C1)OCC(CO)C1=CC=CC=C1)C)C)C=1NCC(CN1)O 5-((4-chloro-2-(5-hydroxy-1,4,5,6-tetrahydropyrimidin-2-yl)-5-((3'-(3-hydroxy-2-phenylpropoxy)-2,2'-dimethyl-[1,1'-biphenyl]-3-yl)methoxy)phenoxy)methyl)nicotinonitrile